CC=1C(CCC(=CCCC(=CCC1)C)C)C(C)=O 1-(2,6,10-trimethyl-2,5,9-cyclododecatrien-1-yl)-ethanone